[Si](C)(C)(C(C)(C)C)O[C@H](COC1=NN=C(S1)N)C1=NC=C(C=C1)Cl (S)-5-(2-((tert-butyldimethylsilyl)oxy)-2-(5-chloropyridin-2-yl)ethoxy)-1,3,4-thiadiazol-2-amine